(s)-5,6-difluoro-2-(((tetrahydro-2H-pyran-4-yl)thio)methyl)-7-(((tetrahydrofuran-3-yl)methyl)amino)quinazolin-4(3H)-one FC1=C2C(NC(=NC2=CC(=C1F)NC[C@H]1COCC1)CSC1CCOCC1)=O